(cyclohexane-1,4-diyl)bis(4-aminobenzamide) C1(CCC(CC1)C1=C(C(=O)N)C=CC(=C1)N)C1=C(C(=O)N)C=CC(=C1)N